6-(5-(2,5-difluorophenyl)-4,5-dihydro-1H-pyrazole-1-carbonyl)hexahydrocyclopenta[C]pyrrol FC1=C(C=C(C=C1)F)C1CC=NN1C(=O)C=1CCC2C1CNC2